N1=CC=CC=2CCC[C@H](C12)N |r| (R/S)-5,6,7,8-Tetrahydroquinolin-8-amine